CC(C)(C)C1=C(C(=CC(=C1)C)CC1=C(C(=CC(=C1)C)C(C)(C)C)O)OC(C=C)=O 2-propenoic acid-2-(1,1-dimethylethyl)-6-[[3-(1,1-dimethylethyl)-2-hydroxy-5-methylphenyl] methyl]-4-methylphenyl ester